C(C)(C)(C)OC(=O)N1CC(C1)CSCCO 3-((2-hydroxyethylthio)methyl)azetidine-1-carboxylic acid tert-butyl ester